ClC1=C(C(=CC=C1)Cl)C=1OC(=C(N1)C(=O)N)NC1=CC=C(C=C1)C(=O)N1C=CS(C=C1)(=O)=O (2,6-dichlorophenyl)-5-[4-(1,1-dioxo-1,4-thiazine-4-carbonyl)anilino]oxazole-4-carboxamide